(-)-3-hydroxybutyryl-CoA OC(CC(=O)SCCNC(CCNC([C@@H](C(COP(OP(OC[C@@H]1[C@H]([C@H]([C@@H](O1)N1C=NC=2C(N)=NC=NC12)O)OP(=O)(O)O)(=O)O)(=O)O)(C)C)O)=O)=O)C